(R)-2-(4-((1-(2-fluoroethyl)piperidin-3-yl)amino)pyrido[3,4-d]pyridazin-1-yl)phenol FCCN1C[C@@H](CCC1)NC=1N=NC(=C2C1C=NC=C2)C2=C(C=CC=C2)O